3-(nitromethylene)oxetane [N+](=O)([O-])C=C1COC1